tert-butyl (2-(2-(4-((3-(3-cyano-1H-pyrazol-4-yl)imidazo[1,2-a]pyrazin-8-yl)amino)-2-ethylbenzamido)ethoxy)ethyl)carbamate C(#N)C1=NNC=C1C1=CN=C2N1C=CN=C2NC2=CC(=C(C(=O)NCCOCCNC(OC(C)(C)C)=O)C=C2)CC